ClC1=C(C=CC(=C1F)OCC#N)C1=CN=C(N1C)C(=O)NC1=CC(=C(C=C1)C(=O)N1CCN(CC1)C(=O)C1(CCNCC1)O)Cl 5-[2-chloro-4-(cyanomethoxy)-3-fluoro-phenyl]-N-[3-chloro-4-[4-(4-hydroxypiperidine-4-carbonyl)piperazine-1-carbonyl]phenyl]-1-methyl-imidazole-2-carboxamide